5-(2-fluoro-6-methoxyphenyl)-3-(4-(3-(2-methoxyprop-2-yl)-4-methylpiperazin-1-yl)phenyl)-1H-pyrazolo[4,3-c]pyridazin-6(5H)-one FC1=C(C(=CC=C1)OC)N1N=C2C(=CC1=O)NN=C2C2=CC=C(C=C2)N2CC(N(CC2)C)C(C)(C)OC